CC1(OB(OC1(C)C)C1=C2N(N=C1)CCC2)C 3-(4,4,5,5-tetramethyl-1,3,2-dioxaborolan-2-yl)-4H,5H,6H-pyrrolo[1,2-b]pyrazole